[1-(4-fluorobenzyl)piperidin-3-yl] N-methyl-N-[1-(2-methoxypyrimidin-4-yl) piperidin-4-yl]carbamate CN(C(OC1CN(CCC1)CC1=CC=C(C=C1)F)=O)C1CCN(CC1)C1=NC(=NC=C1)OC